C1(CC1)C=1O[C@@H](CN(C1)NC(C)C1=C(C(=CC=C1)C(CO)(F)F)F)C (R)-2-cyclopropyl-4-((1-(3-(1,1-difluoro-2-hydroxyethyl)-2-fluorophenyl)ethyl)amino)-6-methyl-6H-[1,4]oxazin